CSC=1SCCN1 2-(methylthio)-4,5-dihydrothiazole